C(CCCCCCCCCC=CCCCCCCCC)(=O)OCCCCCCCCCCCCCCCCCCCCCCCCCCCCCCCCCC(CC)C 34-methylhexatriacontyl eicos-11-enoate